2-methyl-2-(4-Methylpiperazin-1-yl)propionaldehyde CC(C=O)(C)N1CCN(CC1)C